6-chloro-2-(2-cyclopropyl-5-methoxy-pyrazol-3-yl)-8-methyl-3,1-benzoxazin-4-one ClC=1C=C(C2=C(C(OC(=N2)C=2N(N=C(C2)OC)C2CC2)=O)C1)C